4-[4-(4-chloro-2-fluoro-phenyl)-6,7-dimethyl-pteridin-2-yl]-2-(3-methylisoxazol-5-yl)morpholine ClC1=CC(=C(C=C1)C1=NC(=NC2=NC(=C(N=C12)C)C)N1CC(OCC1)C1=CC(=NO1)C)F